ClC=1C=CC(=NC1)C1(C(C=NC=C1)N)N 4-(5-chloropyridin-2-yl)pyridine-3,4-diamine